(R)-3-chloro-1-(thien-2-yl)propan-1-ol ClCC[C@@H](O)C=1SC=CC1